N1=C(N=CC=C1)CN1C=NC(=C1)C(=O)OCC ethyl 1-(pyrimidin-2-ylmethyl)-1H-imidazole-4-carboxylate